5-((((1R,2S)-2-(4-(Benzyloxy)phenyl)cyclopropyl)amino)methyl)-1,3,4-oxadiazol-2-amin C(C1=CC=CC=C1)OC1=CC=C(C=C1)[C@H]1[C@@H](C1)NCC1=NN=C(O1)N